1-(3-Acetylphenyl)-3-(3-(2-methoxyethyl)-2,4-dioxo-1-(2-(piperidin-1-yl)ethyl)-1,2,3,4-tetrahydroquinazolin-6-yl)-1-methylurea C(C)(=O)C=1C=C(C=CC1)N(C(=O)NC=1C=C2C(N(C(N(C2=CC1)CCN1CCCCC1)=O)CCOC)=O)C